C1(CC1)C(=O)NC1=NC=C(C(=O)NC([2H])([2H])[2H])C(=C1)NC1=CC=CC=2C=3C(C(N(C12)C)([2H])[2H])=CN(N3)C([2H])([2H])[2H] 6-(cyclopropanecarboxamido)-N-(methyl-d3)-4-((5-methyl-2-(methyl-d3)-4,5-dihydro-2H-pyrazolo[4,3-c]quinolin-6-yl-4,4-d2)amino)nicotinamide